O=C1NC(C=C(N1)NCCCN(CCCCCCCC(=O)OC(CCCCCCCC)CCCCCCCC)CCCCCCCC(OC(CC)CCCCCCCC)=O)=O Heptadecan-9-yl 8-((3-((2,6-dioxo-1,2,3,6-tetrahydropyrimidin-4-yl)amino)propyl)(8-oxo-8-(undecan-3-yloxy)octyl)amino)octanoate